5-[(4R,10bS)-8-(3-Aminoazetidin-1-yl)-4-methyl-3,4,6,10b-tetrahydro-1H-pyrazino[2,1-a]isoindol-2-yl]quinoline-8-carbonitrile NC1CN(C1)C=1C=C2CN3[C@@H](C2=CC1)CN(C[C@H]3C)C3=C1C=CC=NC1=C(C=C3)C#N